OC1(CCN(CC1)C(C[C@@H](C)C1=CC=CC=C1)=O)[C@@H](C)N1C=NC(=CC1=O)C1=CC=CC=C1 3-((R)-1-(4-Hydroxy-1-((R)-3-phenylbutanoyl)piperidin-4-yl)ethyl)-6-phenylpyrimidin-4(3H)-on